C(C)OC(CC=1N=NNC1)=O (1H-1,2,3-triazol-4-yl)acetic acid ethyl ester